ClC=1C(=NC(=NC1)NC1=CC=C(C=C1)N1CCN(CC1)C)N1OCCC1C1=CC=CC=C1 5-chloro-N-(4-(4-methylpiperazin-1-yl)phenyl)-4-(3-phenylisoxazolidin-2-yl)pyrimidin-2-amine